phosphocholine calcium chloride salt [Cl-].[Ca].P(=O)(O)(O)OCC[N+](C)(C)C